C(#N)[C@@H](C[C@@H]1C(NCCC1)=O)NC(=O)[C@@H]1N(C[C@@H]2[C@H]1CC(C2)(F)F)C(=O)C=2NC1=C(C(=CC(=C1C2)F)F)Cl (1R,3aS,6aR)-N-((R)-1-cyano-2-((R)-2-oxopiperidin-3-yl)ethyl)-2-(4,6-difluoro-7-chloro-1H-indole-2-carbonyl)-5,5-difluorooctahydrocyclopenta[c]pyrrole-1-carboxamide